Cl.O1CCC(CC1)C1(NC=CC(=N1)N)N 2-(tetrahydro-2H-pyran-4-yl)pyrimidine-2,4-diamine hydrochloride